(tert-butyldiphenylsilyl)-L-seryl-L-serine methyl ester COC([C@@H](NC([C@@H](N[Si](C1=CC=CC=C1)(C1=CC=CC=C1)C(C)(C)C)CO)=O)CO)=O